C1=CC=C(C=C1)OC(=O)C2=CC=CC=C2O The molecule is a benzoate ester that is the phenyl ester of salicylic acid. Also known as salol, it can be formed by heating salicylic acid with phenol and is used in the manufacture of some polymers, lacquers, adhesives, waxes and polishes. It has a role as an ultraviolet filter. It is a benzoate ester, a member of phenols and a member of salicylates. It derives from a salicylic acid.